C1(=CC(C(C)C)=CC=C1C)OC carvacryl-methylether